((2-(2-methyl-[1,1'-biphenyl]-3-yl)-6-(2,2,2-trifluoroethoxy)benzo[d]oxazol-5-yl)methyl)-L-proline CC1=C(C=CC=C1C=1OC2=C(N1)C=C(C(=C2)OCC(F)(F)F)CN2[C@@H](CCC2)C(=O)O)C2=CC=CC=C2